C(CCCCCCCCCC=C)NC(OC(C)(C)C)=O tert-butyl N-dodec-11-enylcarbamate